CC(=CCC1=C2C(=C(C(=C1OC)O)O)OC3=CC=CC(=C3C2=O)O)C The molecule is a member of the class of xanthones that is 9H-xanthen-9-one substituted by hydroxy groups at positions 3, 4 and 8, a methoxy group at position 2 and a prenyl group at position 1. Isolated from Cratoxylum celebicum and the roots of Cratoxylum cochinchinense, it exhibits cytotoxic and antimalarial activities. It has a role as a metabolite, an antineoplastic agent and an antimalarial. It is a member of xanthones, a polyphenol and an aromatic ether.